C(C1=CC=CC=C1)OC(=O)N1C(C(=CC1)C1=CC=2C(=NC=CC2NC=2C(=CC3=C(N=CS3)C2)F)S1)C 3-(4-((6-fluorobenzo[d]thiazol-5-yl)amino)thieno[2,3-b]pyridin-2-yl)-2-methyl-2,5-dihydro-1H-pyrrole-1-carboxylic acid benzyl ester